Cl.NC1(CN(C1)S(=O)(=O)C1=C(C=C(C=C1)Cl)Cl)COC=1C(=C(C#N)C=CC1)F ((3-amino-1-((2,4-dichlorophenyl)sulfonyl)azetidin-3-yl)methoxy)-2-fluorobenzonitrile hydrochloride